2-Cyclopropyl-5-fluoro-N-(6-(4-isopropyl-4H-1,2,4-triazol-3-yl)pyridin-2-yl)-1-methyl-1H-benzo[d]imidazole-6-carboxamide C1(CC1)C1=NC2=C(N1C)C=C(C(=C2)F)C(=O)NC2=NC(=CC=C2)C2=NN=CN2C(C)C